2-{3-[(6-chloropyridin-3-yl)amino]prop-1-yn-1-yl}-N-(1-methylpiperidin-4-yl)-1-(2,2,2-trifluoroethyl)-1H-indol-4-amine ClC1=CC=C(C=N1)NCC#CC=1N(C=2C=CC=C(C2C1)NC1CCN(CC1)C)CC(F)(F)F